tert-butyl methyl((5-(trifluoromethyl)pyrazolo[1,5-a]pyridin-2-yl)methyl)carbamate CN(C(OC(C)(C)C)=O)CC1=NN2C(C=C(C=C2)C(F)(F)F)=C1